methyl (R)-3-(1-(2-amino-4-bromobenzamido)ethyl)benzoate NC1=C(C(=O)N[C@H](C)C=2C=C(C(=O)OC)C=CC2)C=CC(=C1)Br